2,6-bis[(2-hydroxyphenyl)methyl]-phenol OC1=C(C=CC=C1)CC1=C(C(=CC=C1)CC1=C(C=CC=C1)O)O